2-(4-cyclopropyl-6-methoxypyrimidin-5-yl)-7-(4-(1-isopropyl-4-(trifluoromethyl)-1H-imidazol-2-yl)benzyl)pyrrolo[2,1-f][1,2,4]triazine C1(CC1)C1=NC=NC(=C1C1=NN2C(C=N1)=CC=C2CC2=CC=C(C=C2)C=2N(C=C(N2)C(F)(F)F)C(C)C)OC